(R)-tert-Butyl 7-(difluoromethoxy)-5-oxa-2-azaspiro[3.4]octane-2-carboxylate FC(O[C@H]1COC2(CN(C2)C(=O)OC(C)(C)C)C1)F